tert-butyl 2-(2-chloro-5-(4-fluorobenzoyl)pyrimidin-4-yl)hydrazinecarboxylate ClC1=NC=C(C(=N1)NNC(=O)OC(C)(C)C)C(C1=CC=C(C=C1)F)=O